5-(benzyloxy)oxepan-2-one C(C1=CC=CC=C1)OC1CCC(OCC1)=O